F[Si](N(C(F)(F)F)C(F)(F)F)(N(C(F)(F)F)C(F)(F)F)N(C(F)(F)F)C(F)(F)F perfluorotris(dimethylamino)silane